C1CCCC2=CC=CC=C12 Tetra-Hydronaphthalen